(4S)-N-[4-Morpholino-8-(2,3,5-trifluorophenyl)-1,7-naphthyridin-3-yl]chroman-4-carboxamid O1CCN(CC1)C1=C(C=NC2=C(N=CC=C12)C1=C(C(=CC(=C1)F)F)F)NC(=O)[C@H]1CCOC2=CC=CC=C12